FC1=C(C(=CC=C1)F)COCC(=C)C 1,3-difluoro-(((2-methylallyl)oxy)methyl)benzene